N-(4-(((1r,4r)-4-(3-(3-fluoro-4-(trifluoromethoxy)phenyl)ureido)cyclohexyl)oxy)phenyl)propanamide FC=1C=C(C=CC1OC(F)(F)F)NC(NC1CCC(CC1)OC1=CC=C(C=C1)NC(CC)=O)=O